ClC=1C=C2C3(C(NC2=CC1)=O)CC3 5'-chlorospiro[cyclopropane-1,3'-indolin]-2'-one